1,4-diisocyanatodecalin tert-butyl-(3R)-3-[5-methyl-4-(4,4,5,5-tetramethyl-1,3,2-dioxaborolan-2-yl)pyrazol-1-yl]pyrrolidine-1-carboxylate C(C)(C)(C)OC(=O)N1C[C@@H](CC1)N1N=CC(=C1C)B1OC(C(O1)(C)C)(C)C.N(=C=O)C1CCC(C2CCCCC12)N=C=O